vinylpyrrolinone C=CN1CC(=O)C=C1